1,2-bis(aminoethyl)benzene NCCC1=C(C=CC=C1)CCN